2-hydroxy-benzylpyruvate OC1=C(CCC(C(=O)[O-])=O)C=CC=C1